C(C)(C)(C)OC(NC1CC(NC2=C(C1)C=C(C=C2)Cl)=S)=O (7-chloro-2-thioxo-2,3,4,5-tetrahydro-1H-1-benzazepin-4-yl)carbamic acid tert-butyl ester